tert-butyl 3-(1-[3-(methoxycarbonyl)phenyl]cyclopropyl(methyl)carbamoyl)-6-methyl-4H,5H,6H,7H-pyrazolo[1,5-a]pyrazine-5-carboxylate COC(=O)C=1C=C(C=CC1)C1(CC1)N(C(=O)C=1C=NN2C1CN(C(C2)C)C(=O)OC(C)(C)C)C